8-fluoro-6-(1-(6-(4-pyridyl)-1H-imidazo[4,5-b]pyrazin-1-yl)ethyl)quinoline FC=1C=C(C=C2C=CC=NC12)C(C)N1C=NC=2C1=NC(=CN2)C2=CC=NC=C2